tert-butyl (3R)-4-(2-((4-(3-(3-amino-6-(2-hydroxyphenyl)pyridazin-4-yl)-3,8-diazabicyclo[3.2.1]octan-8-yl)pyridin-2-yl)oxy)ethyl)-3-methylpiperazine-1-carboxylate NC=1N=NC(=CC1N1CC2CCC(C1)N2C2=CC(=NC=C2)OCCN2[C@@H](CN(CC2)C(=O)OC(C)(C)C)C)C2=C(C=CC=C2)O